FC=1C(=C(C=C(C1)F)[C@@H]1C2=C(NC(=C1C(=O)OC)CF)CCC2=O)[C@H](C)F |o1:24| methyl (R)-4-(3,5-difluoro-2-((S or R)-1-fluoroethyl)phenyl)-2-(fluoromethyl)-5-oxo-4,5,6,7-tetrahydro-1H-cyclopenta[b]pyridine-3-carboxylate